(1R,2S,5S)-N-((S)-1-cyano-2-((S)-2-oxopiperidin-3-yl)ethyl)-3-((R)-3-fluoro-3-methyl-2-(2,2,2-trifluoroacetamido)butanoyl)-6,6-dimethyl-3-azabicyclo[3.1.0]hexane-2-carboxamide C(#N)[C@H](C[C@H]1C(NCCC1)=O)NC(=O)[C@@H]1[C@H]2C([C@H]2CN1C([C@H](C(C)(C)F)NC(C(F)(F)F)=O)=O)(C)C